CC1=C(C(=C(C1([Ru+])C)C)C)C pentamethylcyclopentadienylruthenium (II)